C(C)C1(COC1)COCCOCC1(COC1)CC ethyleneglycol bis(3-ethyl-3-oxetanylmethyl) ether